COC(=O)C1(CCC2(C(CC3=CC=CC=C23)C2=CC(=CC=C2)O)CC1)NC1=CC(=CC=C1)Cl (1r,4r)-4-(3-Chloroanilino)-2'-(3-hydroxyphenyl)-2',3'-dihydrospiro[cyclohexane-1,1'-indene]-4-carboxylic acid methyl ester